BrC1=C(C=C(C=C1)N1CCN(CC1)C)[C@@H]1CN(CCN1)C1=CC(=NC(=N1)N)N |r| (R/S)-6-(3-(2-bromo-5-(4-methylpiperazin-1-yl)phenyl)piperazin-1-yl)pyrimidine-2,4-diamine